BrC1=CC2=C(OC3=C2C=C(C=C3)C3=CC=CC=C3)C=C1 2-bromo-8-phenyldibenzo[b,d]furan